(2-(1'-(4-amino-4-oxobutanoyl)-5'-fluoro-3-isopropyl-1H,1'H-[4,6'-biindazol]-1-yl)acetyl)glycylglycine NC(CCC(=O)N1N=CC2=CC(=C(C=C12)C=1C=2C(=NN(C2C=CC1)CC(=O)NCC(=O)NCC(=O)O)C(C)C)F)=O